tert-butyl 3-[(tert-butylamino)methyl]-pyrrolidine-1-carboxylate C(C)(C)(C)NCC1CN(CC1)C(=O)OC(C)(C)C